N-cyclopropyl-N-(4-((5-ethynylpyridin-2-yl)carbamoyl)benzyl)-3-oxo-3,4-dihydro-2H-benzo[b][1,4]oxazine-7-carboxamide C1(CC1)N(C(=O)C=1C=CC2=C(OCC(N2)=O)C1)CC1=CC=C(C=C1)C(NC1=NC=C(C=C1)C#C)=O